OCCC(CCC(CCCC)CCCO)(O)O 2-hydroxyethyl-4-hydroxypropyl-octanediol